4-benzyl-4,7-diazaspiro[2.5]octane-7-carbonyl chloride C(C1=CC=CC=C1)N1C2(CC2)CN(CC1)C(=O)Cl